[Cl-].OC(C[N+](CCC)(CCC)CCC)CO 2,3-dihydroxypropyl-tri-n-propyl-ammonium chloride